5-(3-ethoxypyridazin-4-yl)-N-[(2-fluoro-3-pyridinyl)methyl]-1-isopropyl-3-methyl-pyrazolo[4,3-b]pyridin-7-amine C(C)OC=1N=NC=CC1C1=CC(=C2C(=N1)C(=NN2C(C)C)C)NCC=2C(=NC=CC2)F